4-(6-(4-(2-cyclobutylacetamido)thiophen-2-yl)pyrazin-2-yl)-N-hydroxy-2-methoxybenzamide C1(CCC1)CC(=O)NC=1C=C(SC1)C1=CN=CC(=N1)C1=CC(=C(C(=O)NO)C=C1)OC